OC[C@H]1N(CCCC1)C(=O)C1=C(C=C(C(=C1)OC)O[Si](C(C)C)(C(C)C)C(C)C)[N+](=O)[O-] (S)-(2-(hydroxymethyl)piperidin-1-yl)(5-methoxy-2-nitro-4-((triisopropylsilyl)oxy)phenyl)methanone